(S)-2-(3-methoxypyrrolidin-1-yl)-N-(6-methyl-5-((1-methyl-6-((1-methyl-1H-pyrazol-4-yl)amino)-1H-pyrazolo[3,4-d]pyrimidin-3-yl)amino)pyridin-3-yl)acetamide CO[C@@H]1CN(CC1)CC(=O)NC=1C=NC(=C(C1)NC1=NN(C2=NC(=NC=C21)NC=2C=NN(C2)C)C)C